Cl[SiH](C)Cl dichloro(methyl)silane